((2s,5r)-5-((5-cyclopropyl-2-((1-methyl-1H-pyrazol-4-yl)amino)-7H-pyrrolo[2,3-d]pyrimidin-4-yl)amino)-2-methylpiperidin-1-yl)prop-2-en-1-one 1,5-naphthalenedisulfonate C1(=CC=CC=2C(=CC=CC12)S(=O)(=O)O)S(=O)(=O)O.C1(CC1)C1=CNC=2N=C(N=C(C21)N[C@@H]2CC[C@@H](N(C2)C(C=C)=O)C)NC=2C=NN(C2)C